O=C1N(CC2=CC(=CC=C12)C(=O)N1CCC2=CC(=CC=C12)C(F)(F)F)C1C(NC(CC1)=O)=O 3-(1-oxo-5-(5-(trifluoromethyl)indoline-1-carbonyl)isoindolin-2-yl)piperidine-2,6-dione